C1(=C(C=CC=C1)P)C1=CC=CC=C1 biphenyl-2-yl-phosphane